CC(CO)CO 2-methyl-1,3-propanediol